6-bromo-4-(chloromethyl)-8-(difluoromethyl)-2H-phthalazin-1-one ethyl-2-(3-chloropyrazol-1-yl)-5-ethylsulfonyl-1-methyl-imidazole-4-carboxylate C(C)OC(=O)C=1N=C(N(C1S(=O)(=O)CC)C)N1N=C(C=C1)Cl.BrC=1C=C2C(=NNC(C2=C(C1)C(F)F)=O)CCl